C(CCCCCCCCC)(=O)[O-].[K+] potassium decanate